C[C@@H]1OC[C@H]2[C@@H](O1)C1=CC=CC=C1C2 |r| (2RS,4aSR,9bRS)-2-methyl-4,4a,5,9b-tetrahydroindeno[1,2-d][1,3]dioxin